ClC=1C(=C(C=CC1F)[C@@H](NC(=O)[C@H]1NC(NC1)=O)C=1C=NC(=CC1)OC(F)(F)F)F (4S)-N-{(S)-(3-chloro-2,4-difluorophenyl)[6-(trifluoromethoxy)pyridin-3-yl]methyl}-2-oxoimidazolidine-4-carboxamide